2-[2-amino-1-[4-(hydroxymethyl)piperidin-1-yl]ethyl]-4,5-dichlorophenol NCC(N1CCC(CC1)CO)C1=C(C=C(C(=C1)Cl)Cl)O